(S)-((5-fluoro-2-(2-methoxy-7-methylquinoxalin-5-yl)-7-methyl-7,8-dihydrobenzofuro[5,4-d]thiazol-7-yl) methyl) carbamate C(N)(OC[C@]1(OC2=C(C1)C1=C(N=C(S1)C1=C3N=CC(=NC3=CC(=C1)C)OC)C=C2F)C)=O